5-bromo-8-chloro-1-(3-fluoro-4-methylbenzyl)-2-oxo-2,3-dihydro-1H-benzo[b]azepine-4-carboxylic acid BrC=1C2=C(N(C(CC1C(=O)O)=O)CC1=CC(=C(C=C1)C)F)C=C(C=C2)Cl